(rac)-2,2,2-trifluoro-1-(pyridin-3-yl)ethan-1-amine hydrochloride Cl.FC([C@H](N)C=1C=NC=CC1)(F)F |r|